C(C)(C)(C)OC(=O)C1=CC=C(C2=CC=CC=C12)NC1=NN(C2=CC(=CC=C12)Br)CCOCCOC 4-({6-bromo-1-[2-(2-methoxyethoxy)ethyl]-1H-indazol-3-yl}amino)naphthalene-1-carboxylic acid tert-butyl ester